C(C1=CC=CC=C1)(=O)ON=C(C(=O)C1=CC=C(C=C1)SC1=CC=CC=C1)CCCCCC 1-(4-phenylthiophenyl)-1,2-octanedione-2-(O-benzoyloxime)